ClC1=CC(=C(C=C1)C1=NC(=CN2C1=NC(=C(C2=O)C)C)C=2CCOC(C2)C2=CN(C(C=C2)=O)C2CC2)F 9-(4-chloro-2-fluoro-phenyl)-7-[6-(1-cyclopropyl-6-oxo-3-pyridyl)-3,6-dihydro-2H-pyran-4-yl]-2,3-dimethyl-pyrazino[1,2-a]pyrimidin-4-one